C(C1=CC=CC=C1)OC(=O)NCCCC(=O)OC(C)(C)C tert-Butyl 4-(((benzyloxy)carbonyl)amino)butanoate